5,6-Diiodo-1,3-isobenzofurandione IC=1C=C2C(OC(C2=CC1I)=O)=O